4-[6-(3-Ethyl-1,2,4-oxadiazol-5-yl)-2-azaspiro[3.3]hept-2-yl]spiro[cyclohexane-1,3'-indol]-2'(1'H)-one C(C)C1=NOC(=N1)C1CC2(CN(C2)C2CCC3(C(NC4=CC=CC=C34)=O)CC2)C1